C(#N)C(CCC(=O)O)(C)S(=O)(=O)C(=S)S(=O)(=O)CCCC 4-cyano-4-[butylsulfonylthiocarbonylsulfonyl]pentanoic acid